pyridine HCl salt Cl.N1=CC=CC=C1